COC=1C(=C(C=CC(=O)O)C=CC1)O 3-methoxy-o-hydroxycinnamic acid